1-(5-((4-(2,4-difluorophenyl)piperazin-1-yl)methyl)-1-oxoisoindolin-2-yl)dihydropyrimidine-2,4(1H,3H)-dione FC1=C(C=CC(=C1)F)N1CCN(CC1)CC=1C=C2CN(C(C2=CC1)=O)N1C(NC(CC1)=O)=O